C(C)(=O)NC(C(=O)O)=CC1=CC=CC=C1 2-acetamido-3-phenyl-acrylic acid